C[C@@]1(CN(CC1)CC1=C(C(=CC=C1)N1C=NC(=C1)C1=NC(=NC=C1C(F)(F)F)NC1CCN(CC1)S(=O)(=O)C)C(F)(F)F)O (R)-3-Methyl-1-(3-(4-(2-((1-(methylsulfonyl)piperidin-4-yl)amino)-5-(trifluoromethyl)pyrimidin-4-yl)-1H-imidazol-1-yl)-2-(trifluoromethyl)benzyl)pyrrolidin-3-ol